NC1=CC=C(CN2S(CCC2)(=O)=O)C=C1 2-(4-aminobenzyl)isothiazolidine-1,1-dioxide